O[C@]1(CN2[C@H](CO1)CN(CC2)C(=O)C2=C(C(=CC=C2)C=2C(=NNC2)F)F)C=2C=NC(=CC2)C(F)(F)F [(3R,9aS)-3-hydroxy-3-[6-(trifluoromethyl)-3-pyridyl]-1,4,6,7,9,9a-hexahydropyrazino[2,1-c][1,4]oxazin-8-yl]-[2-fluoro-3-(3-fluoro-1H-pyrazol-4-yl)phenyl]methanone